N-[(1R)-1-[3-amino-5-(trifluoromethyl)phenyl]ethyl]-6-oxo-1-[3-(piperazine-1-carbonyl)phenyl]pyridazine-3-carboxamide NC=1C=C(C=C(C1)C(F)(F)F)[C@@H](C)NC(=O)C1=NN(C(C=C1)=O)C1=CC(=CC=C1)C(=O)N1CCNCC1